(Z)-N-(4-benzylphenyl)-2-cyano-3-hydroxy-3-(5-methylisoxazol-4-yl)acrylamide C(C1=CC=CC=C1)C1=CC=C(C=C1)NC(\C(=C(\C=1C=NOC1C)/O)\C#N)=O